rac-(1S,2S)-N-(6-chloropyrimidin-4-yl)-2-(4-methylpyridin-2-yl)cyclopropane-1-carboxamide ClC1=CC(=NC=N1)NC(=O)[C@@H]1[C@H](C1)C1=NC=CC(=C1)C |r|